(S)-1-(4-chlorophenylcarbamoyl)pyrrolidine-2-carboxylic acid ClC1=CC=C(C=C1)NC(=O)N1[C@@H](CCC1)C(=O)O